BrC=1C=C2C(=NN(C2=CC1)C(C1=CC=CC=C1)(C1=CC=CC=C1)C1=CC=CC=C1)N 5-bromo-1-trityl-1H-indazol-3-ylamine